Isopropyl (S)-6-diazo-2-(nicotinamido)-5-oxohexanoate [N+](=[N-])=CC(CC[C@@H](C(=O)OC(C)C)NC(C1=CN=CC=C1)=O)=O